N-(1,3-dioxooctahydro-2H-4,7-epoxyisoindol-2-yl)-4-(trifluoromethyl)benzamide tert-butyl-(2S,4R)-2-(dimethylcarbamothioyl)-4-[3-(oxan-2-yloxy)propoxy]pyrrolidine-1-carboxylate C(C)(C)(C)OC(=O)N1[C@@H](C[C@H](C1)OCCCOC1OCCCC1)C(N(C)C)=S.O=C1N(C(C2C3CCC(C12)O3)=O)NC(C3=CC=C(C=C3)C(F)(F)F)=O